3-(Cyclopropylmethoxy)azetidine hydrochloride Cl.C1(CC1)COC1CNC1